2-Methoxy-4-methyl-N-(3-phenoxypropyl)-1H-imidazole-1-carboxamide COC=1N(C=C(N1)C)C(=O)NCCCOC1=CC=CC=C1